m-(4-piperidino-1,3,5-triaza-6-naphthyl)benzenesulfonamide N1(CCCCC1)C1=NC=NC2=CC=C(N=C12)C=1C=C(C=CC1)S(=O)(=O)N